COCCOC1=CC(=C2CN(C(C2=C1)=O)[C@@H]1C(NC(CC1)=O)=O)OCC1=CC=C(C=C1)CN1CCOCC1 (3S)-3-[6-(2-Methoxyethoxy)-4-[[4-(morpholinomethyl)phenyl]methoxy]-1-oxo-isoindolin-2-yl]piperidine-2,6-dione